C1(=CC=CC=C1)[C@H]1[C@@H](C1)NCC1CCN(CCC1)C(=O)OC(C)(C)C 1,1-Dimethylethyl 4-(([trans-2-phenylcyclopropyl]amino)methyl)hexahydro-1H-azepine-1-carboxylate